BrCCOC1=CC=C(OCC2CCN(CC2)C(=O)OC(C)(C)C)C=C1 tert-Butyl 4-[[4-(2-bromoethoxy)phenoxy]methyl]piperidine-1-carboxylate